COC=1C=C(C=C(C1)OC)C#CC1=CC2=C(N=CN=C2N[C@@H]2CN(CC2)C(C=C)=O)N1 (S)-1-(3-((6-((3,5-dimethoxyphenyl)ethynyl)-7H-pyrrolo[2,3-d]pyrimidin-4-yl)amino)pyrrolidin-1-yl)prop-2-en-1-one